C1(CC1)N1N=C(C(=C1)OC=1C(=NC=CC1)N)C=1CCOCC1 ((1-cyclopropyl-3-(3,6-dihydro-2H-pyran-4-yl)-1H-pyrazol-4-yl)oxy)pyridin-2-amine